O.O.O1CCN(CC1)C(C(=O)N)C 2-morpholinopropanamide, dihydrate